(4-chloro-3-(methoxycarbonyl)phenyl)boronic acid ClC1=C(C=C(C=C1)B(O)O)C(=O)OC